(s)-5'-fluoro-2',3'-dihydrodispiro[oxazolidine-4,1'-naphthalene-4',2''-[1,3]dithiolan]-2-one FC1=C2C(=CC=C1)[C@]1(CCC23SCCS3)NC(OC1)=O